N-[5-[5-[[(1S,5R)-8-azabicyclo[3.2.1]octan-3-yl]methoxy]-2-cyano-4-pyridyl]pyrazolo[1,5-a]pyridin-2-yl]cyclopropanecarboxamide [C@@H]12CC(C[C@@H](CC1)N2)COC=2C(=CC(=NC2)C#N)C2=CC=1N(C=C2)N=C(C1)NC(=O)C1CC1